CC1=CC=2C(=NC=CC2)N1 2-Methyl-1H-pyrrolo[2,3-b]pyridine